3-[3-(1H-pyrazol-3-yl)phenyl]propanoic acid methyl ester COC(CCC1=CC(=CC=C1)C1=NNC=C1)=O